3,5-Difluoro-4-iodo-2-methoxyaniline FC=1C(=C(N)C=C(C1I)F)OC